3-(9-((4-(aminomethyl)-2,6-dimethylphenyl)carbamoyl)-4,5-dihydrobenzo[b]thieno[2,3-d]oxepin-8-yl)-6-((2,2,2-trifluoroethyl)carbamoyl)picolinic acid NCC1=CC(=C(C(=C1)C)NC(=O)C1=CC2=C(OCCC3=C2SC=C3)C=C1C=1C(=NC(=CC1)C(NCC(F)(F)F)=O)C(=O)O)C